4-[2-(4-chloro-3-fluorophenoxy)acetamido]-N-[(4-chlorophenyl)methyl]-2-hydroxy-bicyclo[2.2.2]octane-1-carboxamide ClC1=C(C=C(OCC(=O)NC23CC(C(CC2)(CC3)C(=O)NCC3=CC=C(C=C3)Cl)O)C=C1)F